IC(C(=O)NCCO)(C)C 2-iodo-2-methyl-N-(2-hydroxyethyl)propionamide